N1,N1,N6,N6-tetraphenylpyrene-1,6-diamine C1(=CC=CC=C1)N(C1=CC=C2C=CC=3C(=CC=C4C=CC1=C2C34)N(C3=CC=CC=C3)C3=CC=CC=C3)C3=CC=CC=C3